tert-butyl (5-bromo-8-methyl-8H-imidazo[4',5':3,4]benzo[1,2-d]thiazol-2-yl)carbamate BrC=1C2=C(C3=C(N=C(S3)NC(OC(C)(C)C)=O)C1)N(C=N2)C